BrC=1C(=C(C=CC1)[C@@H](C)N[S@@](=O)C(C)(C)C)C (S)-N-({R}-1-(3-bromO-2-methyl-phenyl)ethyl)-2-methylpropane-2-sulfinamide